5-bromo-2,3-dichloro-7-methyl-quinoxaline BrC1=C2N=C(C(=NC2=CC(=C1)C)Cl)Cl